ONCCC=CC1=CC=C(C=C1)\C\1=N/C(C=2N(C3=C1C(=C(S3)C)C)C(=NN2)C)CC(=O)OC(C)(C)C tert-butyl (E)-2-(4-(4-(4-(hydroxyamino)but-1-en-1-yl)phenyl)-2,3,9-trimethyl-6H-thieno[3,2-f][1,2,4]triazolo[4,3-a][1,4]diazepin-6-yl)acetate